5-(2-cyclopropyl-4-fluorophenyl)-2,3-dihydrospiro[inden-1,3'-pyrrolidine]-3-ol C1(CC1)C1=C(C=CC(=C1)F)C=1C=C2C(CC3(CNCC3)C2=CC1)O